CC=1C(=C(C(=O)NN=O)C=CC1C(=O)NN=O)C dimethyl-N,N'-dinitroso-terephthalamide